6-(Difluoromethyl)-N-[6-(2-hydroxypropan-2-yl)-1H-indazol-5-yl]pyridine-2-carboxamide FC(C1=CC=CC(=N1)C(=O)NC=1C=C2C=NNC2=CC1C(C)(C)O)F